ClC1=C(C(=O)OC)C=C(C=C1CCC=1N=NN(C1)CC1=CC=C(C=C1)OC)F methyl 2-chloro-5-fluoro-3-[2-[1-[(4-methoxyphenyl)methyl]triazol-4-yl]ethyl]benzoate